ClC1=C(C(=C(C#N)C=C1)C1=CC=NN1)OCCCOC1OCCCC1 4-chloro-2-(1H-pyrazol-5-yl)-3-(3-((tetrahydro-2H-pyran-2-yl)oxy)propoxy)benzonitrile